3-(2-((S)-2-methylazetidin-1-yl)-4b,5,5a,6-tetrahydrocyclopropa[3,4]cyclopenta[1,2-d]pyrimidin-4-yl)benzamide C[C@@H]1N(CC1)C=1N=C(C2=C(N1)CC1C2C1)C=1C=C(C(=O)N)C=CC1